cerium ammonium nitrate dihydrate O.O.[N+](=O)([O-])[O-].[NH4+].[Ce]